N-(3-chloro-5-methanesulfonamidophenyl)-5-ethyl-4-(5-fluoropyrimidin-2-yl)thiophene-2-carboxamide ClC=1C=C(C=C(C1)NS(=O)(=O)C)NC(=O)C=1SC(=C(C1)C1=NC=C(C=N1)F)CC